scandium sulfate cobalt triflate [O-]S(=O)(=O)C(F)(F)F.[Co+2].S(=O)(=O)([O-])[O-].[Sc+3]